BrC=1C=C(C(=O)OC)C=CC1CN[C@H](CO)C1=CC=C(C=C1)Cl Methyl (S)-3-bromo-4-(((1-(4-chlorophenyl)-2-hydroxyethyl)amino)methyl)benzoate